BrC1=CC=C(S1)C=C1N=C(C(N=C1OCC(CCCCCCCCCCCC)CCCCCCCCCC)=CC=1SC(=CC1)Br)OCC(CCCCCCCCCCCC)CCCCCCCCCC 2,5-bis((5-bromothiophen-2-yl)methylene)-3,6-bis((2-decyl-tetradecyl)oxy)-2,5-dihydropyrazine